O1N=C(C2=C1C=CC=C2)CC(=O)N[C@H]2C[C@H](CCC2)NC2=CC(=NC1=CC=CC=C21)C(F)(F)F 2-(1,2-benzoxazol-3-yl)-N-[(1R,3S)-3-{[2-(trifluoromethyl)quinolin-4-yl]amino}cyclohexyl]acetamide